Cl.FC1=CC2=C(C(=NS2)N2CCN(CC2)CCC2CC(C2)N)C=C1 3-(2-(4-(6-fluorobenzo[d]isothiazol-3-yl)piperazin-1-yl)ethyl)cyclobutan-1-amine hydrochloride